(5R,6R)-5-hydroxy-6-((S)-5H-imidazo[5,1-a]isoindol-5-yl)-5,6,7,8-tetrahydronaphthalene-2-carboxamide O[C@H]1C=2C=CC(=CC2CC[C@@H]1[C@@H]1N2C(C3=CC=CC=C13)=CN=C2)C(=O)N